5-[4-[4-chloro-3-(cyclopropylcarbamoyl)phenyl]pyrazol-1-yl]-3-fluorosulfonyloxy-1-methyl-4-(trifluoromethyl)pyrazole ClC1=C(C=C(C=C1)C=1C=NN(C1)C1=C(C(=NN1C)OS(=O)(=O)F)C(F)(F)F)C(NC1CC1)=O